C(=S)[S-].[NH2+]1CCCC1.[NH4+].C(=S)[S-] ammonium pyrrolidinium dithioformate